7-(4-chloro-2,5-difluoro-phenyl)-N,N-dimethyl-5-[rac-(2R,4R)-2-(1-cyclopropylpyrazol-4-yl)tetrahydropyran-4-yl]thiazolo[4,5-d]pyrimidin-2-amine ClC1=CC(=C(C=C1F)C=1C2=C(N=C(N1)[C@H]1C[C@@H](OCC1)C=1C=NN(C1)C1CC1)N=C(S2)N(C)C)F |r|